((1S,9S)-9-Ethyl-5-fluoro-9-hydroxy-4-methyl-10,13-dioxo-2,3,9,10,13,15-hexahydro-1H,12H-benzo[de]pyrano[3',4':6,7]indolizino[1,2-b]quinolin-1-yl)-3-methylaminopropionamide C(C)[C@]1(C(OCC=2C(N3CC=4C(=NC=5C=C(C(=C6C5C4[C@@H](CC6)C(C(=O)N)CNC)C)F)C3=CC21)=O)=O)O